BrC1=CC=C(C=C1)OC p-Bromoanisol